ClC1=C(C=C(C=2C3=C(NC12)CCNC(C3)=O)C3=NC(=NO3)NC(OC(C)(C)C)=O)Cl tert-butyl (5-(7,8-dichloro-2-oxo-1,2,3,4,5,6-hexahydroazepino[4,5-b]indol-10-yl)-1,2,4-oxadiazol-3-yl)carbamate